pyridine-4-acrylic acid N1=CC=C(C=C1)C=CC(=O)O